4-(3-(3-Methoxy-4-((6-methoxypyridin-3-yl)methoxy)benzyl)-3H-imidazo[4,5-b]pyridin-6-yl)morpholine COC=1C=C(CN2C=NC=3C2=NC=C(C3)N3CCOCC3)C=CC1OCC=1C=NC(=CC1)OC